2-chloro-8-oxo-6,6a,7,8,9,10-hexahydro-5H-pyrido[1',2':4,5]Pyrazino[2,3-c]Pyridazine-5-carboxylic acid tert-butyl ester C(C)(C)(C)OC(=O)N1CC2N(C=3C1=NN=C(C3)Cl)CCC(C2)=O